FC=1C(=NC(=NC1)NC1=CC=C(C=C1)OCCOC)NC1=CC(=CC=C1)OCC1=C(C(=C(C(=C1S(=O)(=O)C)F)F)F)F 5-fluoro-N2-(4-(2-methoxyethoxy)phenyl)-N4-(3-((2,3,4,5-tetrafluoro-6-(methylsulfonyl)benzyl)oxy)phenyl)pyrimidine-2,4-diamine